meta-aminoacetylaniline NCC(=O)C=1C=C(N)C=CC1